(6S)-5-(2-(2,4-difluorophenyl)-2-hydroxyacetyl)-N-((S)-3-oxo-1-((S)-2-oxopyrrolidin-3-yl)-4-(trifluoromethoxy)butan-2-yl)-5-azaspiro[2.4]heptane-6-carboxamide FC1=C(C=CC(=C1)F)C(C(=O)N1CC2(CC2)C[C@H]1C(=O)N[C@@H](C[C@H]1C(NCC1)=O)C(COC(F)(F)F)=O)O